2-(1-Methyl-1H-pyrazol-4-yl)-7-(8-(oxetan-3-yl)-3,8-diazabicyclo[3.2.1]oct-3-yl)-3H-imidazo[4,5-b]pyridine CN1N=CC(=C1)C1=NC=2C(=NC=CC2N2CC3CCC(C2)N3C3COC3)N1